C[Si](CCON1C(=NC2=C1CNC(C2)C(=O)O)C)(C)C 2-(trimethylsilyl)ethoxy(methyl)-4,5,6,7-tetrahydro-3H-imidazo[4,5-c]pyridine-6-carboxylic acid